N-(1,3-benzodioxol-4-ylmethyl)-1-phenyl-N-[[2-(1-piperidinyl)-4-pyridinyl]methyl]methylamine O1COC2=C1C=CC=C2CN(CC2=CC(=NC=C2)N2CCCCC2)CC2=CC=CC=C2